3-bromo-2,4,6-trimethylbenzoic acid BrC=1C(=C(C(=O)O)C(=CC1C)C)C